4-(4-((5-(3-carbamoyl-1H-pyrazole-1-carbonyl)hexahydropyrrolo[3,4-c]pyrrol-2(1H)-yl)methyl)-3-(trifluoromethyl)phenyl)tetrahydro-2H-pyran-4-carboxylic acid C(N)(=O)C1=NN(C=C1)C(=O)N1CC2C(C1)CN(C2)CC2=C(C=C(C=C2)C2(CCOCC2)C(=O)O)C(F)(F)F